N,N-di(beta-hydroxyethyl)benzamide OCCN(C(C1=CC=CC=C1)=O)CCO